OC=1C=C(C=C(C1)O)/C=C/C(=O)NCCNC(\C=C\C1=NC=CC=C1)=O (E)-3-(3,5-dihydroxyphenyl)-N-(2-((E)-3-(pyridin-2-yl)acrylamido)ethyl)acrylamide